CN1CCCC12CCN(CC2)C2=C(CN1CCN(CC1)C(=O)OC(C(F)(F)F)C(F)(F)F)C=CC(=C2)C(F)(F)F 1,1,1,3,3,3-Hexafluoropropan-2-yl 4-(2-(1-methyl-1,8-diazaspiro[4.5]decan-8-yl)-4-(trifluoromethyl)benzyl)piperazine-1-carboxylate